methyl 4-(2-(3-hydroxy-3-methylbutyl)-5-nitro-2H-indazol-6-yl)benzoate OC(CCN1N=C2C=C(C(=CC2=C1)[N+](=O)[O-])C1=CC=C(C(=O)OC)C=C1)(C)C